C(C)(=O)OCC=1C(=NC=CC1C1=CN(C(C(=C1)NC1=NOC(=C1)CC)=O)C)N1C(C2=CC=3CC(CC3N2CC1)(C)C)=O (2-{4,4-Dimethyl-9-oxo-1,10-diazatricyclo[6.4.0.02,6]dodeca-2(6),7-dien-10-yl}-4-{5-[(5-ethyl-1,2-oxazol-3-yl)amino]-1-methyl-6-oxo-1,6-dihydropyridin-3-yl}pyridin-3-yl)methyl Acetate